2,N-dicyclohexyl-2-[2-(2,3-dimethyl-phenyl)-benzimidazol-1-yl]-acetamide C1(CCCCC1)C(C(=O)NC1CCCCC1)N1C(=NC2=C1C=CC=C2)C2=C(C(=CC=C2)C)C